OCC1C(CC(CO1)O)O 6-(hydroxymethyl)tetrahydro-2H-pyran-3,5-diol